2-(5-bromo-2-methylphenyl)-4,4,5,5-tetramethyl-1,3,2-dioxaborolan BrC=1C=CC(=C(C1)B1OC(C(O1)(C)C)(C)C)C